3-(5-((4-(5-methylthiophen-3-yl)piperazin-1-yl)methyl)-1-oxoisoindolin-2-yl)piperidine-2,6-dione CC1=CC(=CS1)N1CCN(CC1)CC=1C=C2CN(C(C2=CC1)=O)C1C(NC(CC1)=O)=O